FC1=C(OC2=CC=NC3=CC(=C(C=C23)OC2(CC2)C)OC)C(=CC(=C1)[N+](=O)[O-])F 4-(2,6-difluoro-4-nitrophenoxy)-7-methoxy-6-(1-methylcyclopropoxy)quinoline